2,3-bis(tetradecanoyloxy)propyl succinate C(CCC(=O)[O-])(=O)OCC(COC(CCCCCCCCCCCCC)=O)OC(CCCCCCCCCCCCC)=O